methyl (R)-4-(2-hydroxy-1-(4-methoxy-2-(4-(trifluoromethyl)phenyl)quinoline-7-carboxamido)ethyl)benzoate OC[C@H](NC(=O)C1=CC=C2C(=CC(=NC2=C1)C1=CC=C(C=C1)C(F)(F)F)OC)C1=CC=C(C(=O)OC)C=C1